BrC=1C=C2CCOCC2=C(C1)C1N(CCC1)C(=O)O.CN(CCC=C(C(=O)N)C)C 2-(dimethylamino)ethyl-methacrylamide 2-(6-Bromoisochroman-8-yl)pyrrolidine-1-carboxylate